C(C)(C)(C)OC(=O)N1[C@@H](CN(C[C@@H]1C)C1=CN=C(C2=NC=CN=C21)C(=O)O)C 8-[(3R,5S)-4-(tert-butoxycarbonyl)-3,5-dimethylpiperazin-1-yl]pyrido[3,4-b]pyrazine-5-carboxylic acid